Br[Si](CCCC#N)(C(C)(C)C)Br 4-[dibromo(t-butyl)silyl]butanenitrile